3-(5-methylthiazol-4-yl)-6-(3-morpholinopropoxy)-2-(pyridin-5-yl)-1H-inden-1-one CC1=C(N=CS1)C1=C(C(C2=CC(=CC=C12)OCCCN1CCOCC1)=O)C=1C=CC=NC1